[Na+].C12(C(=O)CC(CC1)C2(C)C)CS(=O)(=O)[O-].C21(C(=O)CC(CC2)C1(C)C)CS(=O)(=O)[O-].[Na+] dicamphorsulfonic acid, sodium salt